O1C(=CC=C1)C(\C=C\C1(CC1)N1C=C(C2=CC=CC=C12)[N+](=O)[O-])=O (E)-1-(furan-2-yl)-3-(1-(3-nitro-1H-indol-1-yl)cyclopropyl)prop-2-en-1-one